3-(1,1-Difluoroethyl)-2-fluoro-5-(3-methyl-5-(7-oxa-4-azaspiro[2.5]octan-4-yl)-1H-pyrazolo[3,4-c]pyridin-1-yl)phenol FC(C)(F)C=1C(=C(C=C(C1)N1N=C(C=2C1=CN=C(C2)N2C1(CC1)COCC2)C)O)F